benzofuran-4(2H)-one O1CC=C2C1=CC=CC2=O